allyl-cholesterol C(C=C)CC(C)CCC[C@@H](C)[C@H]1CC[C@H]2[C@@H]3CC=C4C[C@@H](O)CC[C@]4(C)[C@H]3CC[C@]12C